C1(CCC1)CC=1N=CC2=C(N1)NC=C2C=2C=C(C=1N(C2)C(=CN1)C)F 2-(cyclobutylmethyl)-5-(8-fluoro-3-methylimidazo[1,2-a]pyridin-6-yl)-7H-pyrrolo[2,3-d]pyrimidine